5-chloro-4-(cyclopentylmethoxy)-2-fluoro-N-((1-(5-fluoro-2-methoxy-phenyl)isoquinolin-6-yl)sulfonyl)benzamide ClC=1C(=CC(=C(C(=O)NS(=O)(=O)C=2C=C3C=CN=C(C3=CC2)C2=C(C=CC(=C2)F)OC)C1)F)OCC1CCCC1